thiobis[2-(1,1-dimethylethyl)-5-methyl-4,1-phenylene]bis[3-(tetradecylthio)-propionate] S(C1=CC(=C(C=C1C)C(C(=O)[O-])CSCCCCCCCCCCCCCC)C(C)(C)C)C1=CC(=C(C=C1C)C(C(=O)[O-])CSCCCCCCCCCCCCCC)C(C)(C)C